3-(1,4'-bipiperidin-1'-ylmethyl)-1-({3,4-difluoro-2-[(2-fluoro-4-iodophenyl)amino]phenyl}carbonyl)azetidin-3-ol trans-tert-Butyl-N-[4-hydroxy-4-methyl-tetrahydrofuran-3-yl]carbamate C(C)(C)(C)N(C(=O)OC1(CN(C1)C(=O)C1=C(C(=C(C=C1)F)F)NC1=C(C=C(C=C1)I)F)CN1CCC(CC1)N1CCCCC1)[C@@H]1COC[C@@]1(C)O